NC1=C(C=C2C(=N1)C=C(N2)CNC(=O)C2=NC=NC=C2)Br N-[(5-amino-6-bromo-1H-pyrrolo[3,2-b]pyridin-2-yl)methyl]pyrimidine-4-carboxamide